tert-butyl (R)-(1-(3-aminophenyl)ethyl)(methyl)carbamate NC=1C=C(C=CC1)[C@@H](C)N(C(OC(C)(C)C)=O)C